BrC1=CC(=C(C=C1)N1N=C(N=C1C1=C(C=C(C=C1)Cl)F)OCC(=O)OC)F Methyl {[1-(4-bromo-2-fluorophenyl)-5-(4-chloro-2-fluorophenyl)-1H-1,2,4-triazol-3-yl]oxy}acetate